C(OC)(OC(C)C)=O methyl isopropyl carbonate